ClC1=NC2=CC(=C(C=C2C(=N1)NCC=1OC=CC1)OCCC(=O)O)OC 3-({2-Chloro-4-[(furan-2-ylmethyl)amino]-7-methoxyquinazolin-6-yl}oxy)propanoic acid